CN1CCC(CC1)OC1=CC=C(C=C1)NC=1N=C(C2=C(N1)C=CS2)N2N=CCC2C2=CC=CC=C2 N-(4-((1-methylpiperidin-4-yl)oxy)phenyl)-4-(5-phenyl-4,5-dihydro-1H-pyrazol-1-yl)thieno[3,2-d]pyrimidin-2-amine